8-methyl-7-(3-(quinolin-5-yl)-7,8-dihydro-1,6-naphthyridin-6(5H)-yl)-4H-pyrimido[1,2-b]pyridazin-4-one CC1=CC=2N(N=C1N1CC=3C=C(C=NC3CC1)C1=C3C=CC=NC3=CC=C1)C(C=CN2)=O